N1C(CNCC12CCNCC2)=O 1,4,9-triazaspiro[5.5]undecan-2-one